(2-Nitrocinnamoyl)guanidin [N+](=O)([O-])C1=C(C=CC(=O)NC(=N)N)C=CC=C1